(S)-4-(2,4-difluorophenoxy)-N-(9-methyl-8-oxo-6,7,8,9-tetrahydro-5H-pyrido[2,3-b]azepin-7-yl)pyridinecarboxamide FC1=C(OC2=CC(=NC=C2)C(=O)N[C@H]2CCC3=C(N(C2=O)C)N=CC=C3)C=CC(=C1)F